Ammonium thiolactate C(C(O)C)(=S)[O-].[NH4+]